C(C1=CC=CC=C1)S(=O)(=O)N1C=CC2=C3C(=CC=C12)C(OC(N3)=O)=O 7-toluenesulfonyl-1,7-dihydro-[1,3]oxazino[4,5-e]indole-2,4-dione